N-(6-amino-5-methylpyridin-3-yl)-2-(2-cyclopentyl-5-methylpiperidin-1-yl)-2-oxoacetamide NC1=C(C=C(C=N1)NC(C(=O)N1C(CCC(C1)C)C1CCCC1)=O)C